hexaethylphosphorous triamide C(C)N(P(N(CC)CC)N(CC)CC)CC